(E)-3-(3-bromophenyl)-1-(2-(3-fluorophenyl)phenyl)propen-1-one BrC=1C=C(C=CC1)/C=C/C(=O)C1=C(C=CC=C1)C1=CC(=CC=C1)F